C1(CCC1)CN(C(OC(C)(C)C)=O)CC=1C=CC=2N(C1)C=C(N2)CC(=O)NN tert-butyl (cyclobutylmethyl)((2-(2-hydrazino-2-oxoethyl)imidazo[1,2-a]pyridin-6-yl)methyl)carbamate